(2S)-2-(3-(5-(1-aminoethyl)-6-oxo-1,6-dihydropyridin-3-yl)-4,4-difluoropiperidin-1-yl)-N-(6-(cyclopropylmethoxy)pyridazin-3-yl)propanamide NC(C)C1=CC(=CNC1=O)C1CN(CCC1(F)F)[C@H](C(=O)NC=1N=NC(=CC1)OCC1CC1)C